2-((2R,3R,4S,5R)-3,4-dihydroxy-5-(hydroxymethyl)tetrahydrofuran-2-yl)-1,2,4-triazine O[C@H]1[C@@H](O[C@@H]([C@H]1O)CO)N1NC=CN=C1